ClC1=C(NC2=NSC=3C2=NC(=CN3)C=NC(C(=O)O)C(C)O)C=CC=C1C1=CC=CC=C1 2-((3-(2-chloro-3-phenylanilino)isothiazolo[4,5-b]pyrazin-5-ylmethylene)amino)-3-hydroxybutyric acid